2-[1-(2-aminoethyl)-5-{5-chloro-2-[(oxacyclohex-4-yl)amino]pyrimidin-4-yl}-3-oxo-2,3-dihydro-1H-isoindol-2-yl]-N-(2-phenylpropan-2-yl)acetamide NCCC1N(C(C2=CC(=CC=C12)C1=NC(=NC=C1Cl)NC1CCOCC1)=O)CC(=O)NC(C)(C)C1=CC=CC=C1